O.O=C[C@H](O)[C@@H](O)[C@H](O)[C@H](O)CO glucose mono-hydrate